[C@H]12CN(CCC2C1)C1(CC(C1)N1C(C(C2=NC(=C(C=C21)Br)F)(C)C)=O)C#N (1s,3s)-1-(3-azabicyclo[4.1.0]hept-3-yl)-3-(6-bromo-5-fluoro-3,3-dimethyl-2-oxo-2,3-dihydro-1H-pyrrolo[3,2-b]pyridin-1-yl)cyclobutane-1-carbonitrile